N[C@H](C(=O)O)C(C)=NOC (2S)-2-amino-3-methoxyimino-butyric acid